3-pentenyltriethoxysilane C(CC=CC)[Si](OCC)(OCC)OCC